cis-N-[8-amino-6-(2-hydroxy-4-methyl-3-pyridyl)-3-isoquinolyl]-2-fluoro-cyclopropanecarboxamide NC=1C=C(C=C2C=C(N=CC12)NC(=O)[C@H]1[C@H](C1)F)C=1C(=NC=CC1C)O